C(#N)[C@H](C[C@H]1C(NCCC1)=O)NC(C(CC1CC1)NC(=O)C=1NC2=CC=CC(=C2C1)OC)=O N-[2-[[(1S)-1-cyano-2-[(3S)-2-oxo-3-piperidyl]ethyl]amino]-1-(cyclopropylmethyl)-2-oxo-ethyl]-4-methoxy-1H-indole-2-carboxamide